NCCCCN1C(=NC=2C(=NC=3C=CC=CC3C21)N)CCCC 1-(4-aminobutyl)-2-butyl-imidazo[4,5-c]quinolin-4-amine